(1R,3R,5'S,7a'R)-5'-(3,5-difluorophenyl)-3-((R)-1-(5-fluoropyridin-2-yl)ethoxy)tetrahydro-3'H-spiro[cyclobutane-1,2'-pyrrolo[2,1-b]oxazol]-3'-one FC=1C=C(C=C(C1)F)[C@@H]1CC[C@H]2OC3(C(N21)=O)CC(C3)O[C@H](C)C3=NC=C(C=C3)F